FC1=CC(=NC=C1)C(=O)N1CCC(CC1)C(=O)C=1SC(=CN1)C1=NC=CC=C1F 4-fluoro-pyridin-2-yl(4-(5-(3-fluoropyridin-2-yl)thiazole-2-carbonyl)-piperidin-1-yl)methanone